C(C)(C)(C)OC(=O)N1[C@@H]2CC[C@H]2NCC1 (1R,6R)-2,5-diazabicyclo[4.2.0]octane-2-carboxylic acid tert-butyl ester